N-((3R,4S)-4-((6-(2-fluoro-3-meth-oxyphenyl)-8-(methylamino)pyrido[3,4-d]pyrimidin-2-yl)amino)tetrahydro-furan-3-yl)acrylamide FC1=C(C=CC=C1OC)C1=CC2=C(N=C(N=C2)N[C@H]2[C@H](COC2)NC(C=C)=O)C(=N1)NC